acryl-oxypropyltrimethoxysilane C(=O)(C=C)OCCC[Si](OC)(OC)OC